NC(CNCCN)C N-(2-aminopropyl)ethylenediamine